(2S,6R)-2-methyl-6-(1H-pyrazol-4-yl)-4-(2-(6-(trifluoromethyl)imidazo[1,2-a]pyridin-3-yl)pyrimidin-4-yl)morpholine C[C@H]1CN(C[C@H](O1)C=1C=NNC1)C1=NC(=NC=C1)C1=CN=C2N1C=C(C=C2)C(F)(F)F